3-ethyl-4,6-dihydropyrrolo[3,4-c]pyrazole-5(1H)-carboxylic acid tert-butyl ester C(C)(C)(C)OC(=O)N1CC=2NN=C(C2C1)CC